C=NO Formaldoxime